[C@H]12CN(C[C@H](CC1)N2)C2=C(C=CC(=C2)OC)C2=NC(=NO2)C2=CC=C(C=C2)C=2N(C=C(N2)C(F)(F)F)C 5-(2-((1R,5S)-3,8-diazabicyclo[3.2.1]octan-3-yl)-4-methoxyphenyl)-3-(4-(1-methyl-4-(trifluoromethyl)-1H-imidazol-2-yl)phenyl)-1,2,4-oxadiazole